C[C@H]1OC2=C(C1)C(=C(C=C2NC2=NC=1N([C@@H](C(N(C1C=N2)C)=O)CC)CC=2SC=C(C2)C)C)C2CCN(CC2)C (R)-2-(((R)-2,5-dimethyl-4-(1-methylpiperidin-4-yl)-2,3-dihydrobenzofuran-7-yl)amino)-7-ethyl-5-methyl-8-((4-methylthiophene-2-yl)methyl)-7,8-dihydropteridin-6(5H)-one